C1(=CC=C(C=C1)N(C=1C=C(C(=CC1)Br)C1=CC=C(C=C1)C1=CC=CC=C1)C1=CC=C(C=C1)C1=CC=CC2=CC=CC=C12)C1=CC=C(C=C1)C1=CC=CC=C1 ([1,1':4',1'']terphenyl-4-yl)-(4-naphthalen-1-yl-phenyl)-(6-bromo-[1,1':4',1'']terphenyl-3-yl)amine